C1(CC1)C1=C(C(=C(C=O)C=C1OCC)C)OCC 4-Cyclopropyl-3,5-diethoxy-2-methylbenzaldehyde